CC1(CN(CC1)C=1C=2N(C(=CN1)F)N=C(C2)N2C(NC(C=C2)=O)=O)C [4-(3,3-dimethylpyrrolidin-1-yl)-7-fluoro-pyrazolo[1,5-a]pyrazin-2-yl]-1H-pyrimidine-2,4-dione